[Co].[Al] aluminum-cobalt salt